The molecule is the N-acetyl derivative of D-glucosaminic acid. It derives from a D-gluconic acid. It is a conjugate acid of a N-acetyl-D-glucosaminate. CC(=O)N[C@H]([C@H]([C@@H]([C@@H](CO)O)O)O)C(=O)O